C(C)(C)(C)OC(=O)N(C(OC(C)(C)C)=O)C1=NOC2=NC(=CC(=C21)OC)C tert-butyl (tert-butoxycarbonyl)(4-methoxy-6-methylisoxazolo[5,4-b]pyridin-3-yl)carbamate